OC(C)(C)C1=CC=CC(=N1)N1N(C(C=2C1=NC(=NC2)NC2=CC=C(C=C2)N2CCN(CC2)C(=O)OC(C)(C)C)=O)C tert-butyl 4-[4-({1-[6-(1-hydroxy-1-methylethyl)pyridin-2-yl]-2-methyl-3-oxo-2,3-dihydro-1H-pyrazolo[3,4-d]pyrimidin-6-yl}amino)phenyl]piperazine-1-carboxylate